di-p-benzenesulfonic acid sodium [Na].C1=CC=C(C=C1)S(=O)(=O)O.C1=CC=C(C=C1)S(=O)(=O)O